5'-(4-methoxytrityl)amino-5'-deoxy-thymidine phosphoramidite P(O)(N)O[C@H]1C[C@@H](O[C@@H]1CNC(C1=CC=C(C=C1)OC)(C1=CC=CC=C1)C1=CC=CC=C1)N1C(=O)NC(=O)C(C)=C1